FC1=CC=C(C=C1)C(N1C[C@@H](N(C[C@H]1C)C1=C(C(N(C=2C=CC(=NC12)C#N)C)=O)Br)C)C1=CC=C(C=C1)F 8-((2S,5R)-4-(Bis(4-fluorophenyl)methyl)-2,5-dimethylpiperazin-1-yl)-7-bromo-5-methyl-6-oxo-5,6-dihydro-1,5-naphthyridin-2-carbonitril